METHYL ETHYL Sulfone C(C)S(=O)(=O)C